9-(hydroxymethyl)phosphabicyclo[4.2.1]nonane OCC1P2CCCCC1CC2